4-methyl-3-((1-(5-morpholinopyrazolo[1,5-a]pyrimidin-3-yl)azetidin-3-yl)oxy)-N-(5-(trifluoromethyl)pyridin-3-yl)benzamide CC1=C(C=C(C(=O)NC=2C=NC=C(C2)C(F)(F)F)C=C1)OC1CN(C1)C=1C=NN2C1N=C(C=C2)N2CCOCC2